C(C)(C)(C)OC(=O)N1CCC(CC1)C1=CC=C(C=C1)B1OC(C(O1)(C)C)(C)C 4-(4-(4,4,5,5-tetramethyl-1,3,2-dioxaborolan-2-yl)phenyl)piperidin-1-carboxylic acid tert-butyl ester